8-(5-(6-ethoxy-1H-pyrazolo[3',4':3,4]pyrazolo[1,5-a]pyridin-4-yl)pyridin-2-yl)-1,8-diazaspiro[4.5]decane-1-carboxylic acid tert-butyl ester C(C)(C)(C)OC(=O)N1CCCC12CCN(CC2)C2=NC=C(C=C2)C=2C=1N(C=C(C2)OCC)N=C2C1C=NN2